1-(4-hydroxyphenyl)-2-methylpropan-1-one OC1=CC=C(C=C1)C(C(C)C)=O